(1r,2s,5s)-5-(4-chlorobenzyl)-2-(chloromethyl)-2-methyl-1-(1H-1,2,4-triazol-1-ylmethyl)cyclopentan-1-ol ClC1=CC=C(C[C@@H]2CC[C@]([C@@]2(O)CN2N=CN=C2)(C)CCl)C=C1